2-amino-1-(3-((5-chloropyrimidin-2-yl)amino)-2-(4-fluorophenyl)-8,8-dimethyl-5,6-dihydroimidazo[1,2-a]pyrazin-7(8H)-yl)ethan-1-one NCC(=O)N1C(C=2N(CC1)C(=C(N2)C2=CC=C(C=C2)F)NC2=NC=C(C=N2)Cl)(C)C